(R)-4-(2-chloro-4-fluorophenyl)-7-((1-morpholino-1-oxopropan-2-yl)oxy)isoquinolin-1(2H)-one ClC1=C(C=CC(=C1)F)C1=CNC(C2=CC(=CC=C12)O[C@@H](C(=O)N1CCOCC1)C)=O